N1=NC(=CC=C1)NC(=O)N1CC(C1)OC1=NC=C(C=C1)C1=CC(=CC=C1)OCCOC 3-{5-[3-(2-Methoxy-ethoxy)-phenyl]-pyridin-2-yloxy}-azetidine-1-carboxylic acid pyridazin-3-ylamide